C(C1=CC=CC=C1)(=O)N1CCC(CC1)C1=C(N=C(S1)N(C)C=1N=NC(=C(C1)C)NC=1SC2=C(N1)C=CC=C2)C(=O)OCC ethyl 5-(1-benzoylpiperidin-4-yl)-2-({6-[(1,3-benzothiazol-2-yl)amino]-5-methylpyridazin-3-yl}(methyl)amino)-1,3-thiazole-4-carboxylate